(3,3-dimethylbutyl)magnesium bromide CC(CC[Mg]Br)(C)C